(E)-N'-((3R)-11-cyano-2,3,5,6-tetrahydro-3,7-methanobenzo[e][1,4,7]dioxazonin-10-yl)-N,N-dimethylformimidamide C(#N)C1=C(C=CC2=C1OC[C@@H]1OCCN2C1)/N=C/N(C)C